iso-propylAzole-4-carboxamide C(C)(C)C=1NC=C(C1)C(=O)N